n-tricosanyl methacrylate C(C(=C)C)(=O)OCCCCCCCCCCCCCCCCCCCCCCC